ethyl-diethyl-benzyl-ammonium chloride [Cl-].C(C)[N+](CC1=CC=CC=C1)(CC)CC